(E)-ethyl 2-methyl-3-(3,4,5-trifluorophenyl)acrylate C/C(/C(=O)OCC)=C\C1=CC(=C(C(=C1)F)F)F